[Li].OC1=NN(C=C1)C(C)=O 1-(3-Hydroxy-1H-pyrazol-1-yl)ethanone lithium